2-iodo-5-ethylamino-9-diethylamino-benzo[a]phenothiazine IC=1C=CC=2C(=C3NC4=CC=C(C=C4SC3=CC2NCC)N(CC)CC)C1